CN1[C@@H](CN(C2=CC=CC=C12)C1=CC=C(C=C1)C(F)(F)F)CNC(C=C)=O (R)-N-((1-methyl-4-(4-(trifluoromethyl)phenyl)-1,2,3,4-tetrahydroquinoxalin-2-yl)methyl)acrylamide